(±)-trans-tert-Butyl-N-(4-cyclohexylphenyl)-4-methylpyrrolidine-3-carboxamide C(C)(C)(C)N1C[C@H]([C@@H](C1)C)C(=O)NC1=CC=C(C=C1)C1CCCCC1 |r|